The molecule is an indole alkaloid that is 1H-indole substituted by a (2S)-2,3-dihydroxy-3-methylbutyl group at position 3 and a beta-D-glucopyranosyl group attached to the indolic nitrogen. It has been isolated from the ethanol extract of the stems of Brucea mollis. It has a role as a metabolite and a plant metabolite. It is a N-glycosyl compound, an indole alkaloid, a tertiary alcohol and a secondary alcohol. CC(C)([C@H](CC1=CN(C2=CC=CC=C21)[C@H]3[C@@H]([C@H]([C@@H]([C@H](O3)CO)O)O)O)O)O